N-(tert-butyl)-3-((2-((2,4-dimethoxyphenyl)amino)-5-methylpyrimidin-4-yl)amino)benzenesulfonamide C(C)(C)(C)NS(=O)(=O)C1=CC(=CC=C1)NC1=NC(=NC=C1C)NC1=C(C=C(C=C1)OC)OC